2-((2S)-4-(7-(8-ethynylnaphthalen-1-yl)-6,8-difluoro-2-((tetrahydro-1H-pyrrolizine-7a(5H)-yl)methoxy)quinazolin-4-yl)piperazin-2-yl)acetonitrile C(#C)C=1C=CC=C2C=CC=C(C12)C1=C(C=C2C(=NC(=NC2=C1F)OCC12CCCN2CCC1)N1C[C@@H](NCC1)CC#N)F